Dimethyl 2-(6-chloropyrazin-2-yl)-2-methoxymalonate ClC1=CN=CC(=N1)C(C(=O)OC)(C(=O)OC)OC